NC1=C2C(=NC=N1)N(N=C2C2=CC=C(C=C2)CNC(C2=C(C=CC(=C2)F)OC)=O)C(CN(C(=O)N2N=CN=C2)C)C2=CC=CC=C2 N-(2-(4-amino-3-(4-((5-fluoro-2-methoxybenzamido)methyl)phenyl)-1H-pyrazolo[3,4-d]pyrimidin-1-yl)-2-phenylethyl)-N-methyl-1H-1,2,4-triazole-1-carboxamide